C(#N)C(=C1C(C1=C(C1=C(C(=C(C(=C1F)F)C#N)F)F)C#N)=C(C1=C(C(=C(C#N)C(=C1F)F)F)F)C#N)C1=C(C(=C(C(=C1F)F)C#N)F)F 4-[[2,3-bis[cyano-(4-cyano-2,3,5,6-tetrafluorophenyl)methylidene]cyclopropylidene]-cyanomethyl]-2,3,5,6-tetrafluorobenzonitrile